N-(4-Chloro-3-(trifluoromethyl)phenyl)-5-methoxy-3,4-dihydroisoquinoline ClC1=C(C=C(C=C1)N1CC2=CC=CC(=C2CC1)OC)C(F)(F)F